FC1=CC=C(C(=N1)C)OC=1N=NC(=C(C1C(=O)NC1=CC(=CC=C1)[S@@](=O)(=NC([C@@H](C)O)=O)C)C)C(F)(F)F 3-((6-fluoro-2-methylpyridin-3-yl)oxy)-N-(3-((R)-N-((R)-2-hydroxypropanoyl)-S-methylsulfonimidoyl)phenyl)-5-methyl-6-(trifluoromethyl)pyridazine-4-carboxamide